CO[Si](CCCCCCNC(=S)N)(OC)OC 1-(6-(trimethoxysilyl)hexyl)thiourea